FC(C1=NC(=CC=C1N1C[C@H](CCC1)CC(=O)OCC)C=1N=NN(C1CO)C)F ethyl (R)-2-(1-(2-(difluoromethyl)-6-(5-(hydroxymethyl)-1-methyl-1H-1,2,3-triazol-4-yl)pyridin-3-yl)piperidin-3-yl)acetate